N1C(=NC2=C1C=CC=C2)C(N2C(C1=CC(=CC=C1C2)C2=CC=C(C=C2)N2CCNCC2)=O)C2=C(C=CC(=C2)F)O 2-((1H-benzo[d]imidazol-2-yl)(5-fluoro-2-hydroxyphenyl)methyl)-6-(4-(piperazin-1-yl)phenyl)isoindolin-1-one